1-(4-cyclobutyl-3-(3-hydroxy-cyclobutyl)-1-methyl-1H-pyrazol-5-yl)-3-(3,3-difluorocyclobutyl)urea C1(CCC1)C=1C(=NN(C1NC(=O)NC1CC(C1)(F)F)C)C1CC(C1)O